2,4-difluoro-N-(2-methoxy-5-(4-(piperazine-1-yl)quinolin-6-yl)pyridin-3-yl)benzenesulfonamide trifluoroacetate FC(C(=O)O)(F)F.FC1=C(C=CC(=C1)F)S(=O)(=O)NC=1C(=NC=C(C1)C=1C=C2C(=CC=NC2=CC1)N1CCNCC1)OC